5-hydroxy-1-(piperidin-4-yl)-2,3-dihydro-1H-1,3-benzodiazol-2-one OC1=CC2=C(N(C(N2)=O)C2CCNCC2)C=C1